COC(ON1C([C@@H](CC1)C[C@@H](C(COCOC(=O)OC)=O)NC([C@@H](NC(=O)C=1NC2=CC=CC(=C2C1)OC)CC(C)C)=O)=O)=O carbonic acid {(3S)-3-[(2S)-4-{[(methoxycarbonyl) oxy] methoxy}-2-({N-[(4-methoxy-1H-indol-2-yl) carbonyl]-L-leucinoyl} amino)-3-oxobutyl]-2-oxopyrrolidin-1-yl} methyl ester